4,4-dimethylcyclohexyl methyl ketone CC(=O)C1CCC(CC1)(C)C